C(C)(=O)N1CCOC2=C1C=C(C=C2)NC2=NC=C(C(=N2)NC=2C=C(C=CC2)NC(C=C)=O)F N-(3-(2-(4-acetyl-2,3-dihydrobenzo[1,4]oxazin-6-yl)amino-5-fluoropyrimidin-4-ylamino)phenyl)acrylamide